((S)-1-propenoyl-4-(8-(2-fluorophenyl)-2-(((S)-1-methylpyrrolidin-2-yl)methoxy)-7-oxo-6,7,8,9-tetrahydro-5H-pyrimido[4,5-c]azepin-4-yl)piperazin-2-yl)acetonitrile C(C=C)(=O)N1[C@H](CN(CC1)C1=NC(=NC=2CN(C(CCC21)=O)C2=C(C=CC=C2)F)OC[C@H]2N(CCC2)C)CC#N